α,Nα-bis(carboxymethyl)-L-lysine hydrate O.C(=O)(O)C[C@](NCC(=O)O)(CCCCN)C(=O)O